5-ethyl-6-fluoro-4-(8-fluoro-2-(((2R,7aS)-2-fluorohexahydro-1H-pyrrolizin-7a-yl)methoxy)-4-(2,2,7,7-tetramethyl-1,4-thiazepan-4-yl)pyrido[4,3-d]pyrimidin-7-yl)naphthalen-2-ol C(C)C1=C2C(=CC(=CC2=CC=C1F)O)C1=C(C=2N=C(N=C(C2C=N1)N1CC(SC(CC1)(C)C)(C)C)OC[C@]12CCCN2C[C@@H](C1)F)F